4-chloro-2,3-dihydro-1H-isoindole ClC1=C2CNCC2=CC=C1